C1(=CC=CC=C1)S(=O)(=O)N1C=CC=2C1=NC=CC2C2=C(C=C(N)C=C2)C(F)(F)F 4-[1-(Benzenesulfonyl)pyrrolo[2,3-b]pyridin-4-yl]-3-(trifluoromethyl)aniline